CC1=NOC(=C1S(=O)(=O)NN1C(NN=C(C1)C)=O)C 3,5-dimethyl-N-(6-methyl-3-oxo-2,3-dihydro-1,2,4-triazin-4(5H)-yl)isoxazole-4-sulfonamide